CN(CCN1N=CC(=C1)C#CC=1C(=C(C(=CC1)O)N1CC(NS1(=O)=O)=O)F)C 5-(3-((1-(2-(dimethylamino)ethyl)-1H-pyrazol-4-yl)ethynyl)-2-fluoro-6-hydroxyphenyl)-1,2,5-thiadiazolidin-3-one 1,1-dioxide